FC(OC1=C(C=CC(=C1)C(F)(F)F)C=1C=2N(C(=NN1)NC1CC(C1)(O)C)C=CC2)F (1s,3s)-3-({1-[2-(difluoromethoxy)-4-(trifluoromethyl)phenyl]pyrrolo[1,2-d][1,2,4]triazin-4-yl}amino)-1-methylcyclobutan-1-ol